CC1=C(C(=O)N[C@H](C)C2=CC=CC3=CC=CC=C23)C=C(C=C1)NC1CCOCC1 (R)-2-methyl-N-(1-(naphthalen-1-yl)ethyl)-5-((tetrahydro-2H-pyran-4-yl)amino)benzamide